ClC=1C=C(C=CC1C)[C@@H]([C@H]1[C@H]([C@H]2[C@H](OC(O2)(C)C)O1)O)O (3aS,5S,6R,6aS)-5-((S)-(3-chloro-4-methylphenyl)(hydroxy)methyl)-2,2-dimethyltetrahydrofuro[2,3-d][1,3]dioxol-6-ol